FC(OC=1C=C(C(=NC1)N[C@@H]1C[C@H](CC1)NC1=CC=C(C=N1)N1C(C=CC=C1)=O)F)F 6'-(((1S,3S)-3-((5-(difluoromethoxy)-3-fluoropyridin-2-yl)amino)cyclopentyl)amino)-2H-[1,3'-bipyridinyl]-2-one